methyl 3-(4-chlorophenyl)-4,5-dihydro-1H-benzo[g]indole-2-carboxylate ClC1=CC=C(C=C1)C1=C(NC=2C3=C(CCC12)C=CC=C3)C(=O)OC